BrC1OC(C2=CC=C(C(=C12)C)Br)=O 3,5-dibromo-4-methyl-3H-isobenzofuran-1-one